tert-Butyl(2-(4-methyl-3-((1-(quinolin-5-yl)cyclopropyl)carbamoyl)phenoxy)ethyl)carbamate C(C)(C)(C)OC(NCCOC1=CC(=C(C=C1)C)C(NC1(CC1)C1=C2C=CC=NC2=CC=C1)=O)=O